(S)-2-(1-(2-(1,3,4-oxadiazol-2-yl)-5-oxa-2-azaspiro[3.4]oct-7-yl)piperidin-4-yl)-4,6-difluorophenol O1C(=NN=C1)N1CC2(C1)OC[C@H](C2)N2CCC(CC2)C2=C(C(=CC(=C2)F)F)O